N1=CC=C2N1CCCN2C=2C=NC=1CCN(CC1C2)C2=C(C=C(N=N2)C(=O)N(C)C)C 6-(3-(6,7-dihydropyrazolo[1,5-a]pyrimidin-4(5H)-yl)-7,8-dihydro-1,6-naphthyridin-6(5H)-yl)-N,N,5-trimethylpyridazine-3-carboxamide